6,7-Dimethyl-4-hydroxycoumarin CC=1C=C2C(=CC(OC2=CC1C)=O)O